P(=O)(OC1=CC=C(C=C1)CCCCCCCCC)([O-])[O-] mono-nonylphenyl phosphate